FC=1C=C(C=CC1OC)N(C(/C=C/C(=O)OCC)=O)C ethyl (E)-4-((3-fluoro-4-methoxyphenyl) (methyl) amino)-4-oxobut-2-enoate